2-(methoxy-d3)-6-(2H-1,2,3-triazol-2-yl)benzoic acid C(OC1=C(C(=O)O)C(=CC=C1)N1N=CC=N1)([2H])([2H])[2H]